C1OOC=C1 2,3-dioxole